COC(=O)C=1N(N=NC1C1=C(C=C(C=C1)Cl)F)CC 5-(4-chloro-2-fluoro-phenyl)-3-ethyl-triazole-4-carboxylic acid methyl ester